4-(4'-aminobenzyl)cyclohexylamine NC1=CC=C(CC2CCC(CC2)N)C=C1